ClC1=CC(=C(N=N1)C#CC1CCN(CC1)C(=O)OC(C)(C)C)NCC tert-butyl 4-([6-chloro-4-(ethylamino)pyridazin-3-yl]ethynyl)piperidine-1-carboxylate